ethyl (2,2-dimethyloctadec-9-enoyl)leucinate CC(C(=O)N[C@@H](CC(C)C)C(=O)OCC)(CCCCCCC=CCCCCCCCC)C